NC=1N=CC2=CC(=CC(=C2C1)N1CC(C1)N(C(OC(C)(C)C)=O)C)C1=C(C=CC=C1C)F tert-butyl N-[1-[3-amino-7-(2-fluoro-6-methyl-phenyl)-5-isoquinolyl]azetidin-3-yl]-N-methyl-carbamate